tert-butyl (2R,3S,4S)-4-[(tert-butoxycarbonyl)oxy]-3-{1,1-difluorospiro[2.3]hexane-5-carbonyloxy}-2-[(4-methoxyphenyl)methyl]pyrrolidine-1-carboxylate C(C)(C)(C)OC(=O)O[C@@H]1[C@H]([C@H](N(C1)C(=O)OC(C)(C)C)CC1=CC=C(C=C1)OC)OC(=O)C1CC2(CC2(F)F)C1